ClC=1C(=NC=CC1C1=C(N=C(C=2N1N=CC2)N2CCC1(CC2)CC2=C(C=NC=C2)[C@H]1N)C)C (7S)-1'-[7-(3-chloro-2-methyl-4-pyridyl)-6-methyl-pyrazolo[1,5-a]pyrazin-4-yl]spiro[5,7-dihydrocyclopenta[c]pyridine-6,4'-piperidine]-7-amine